C(C)C1=NC=C2N1C(=CN(C2)C)CC 3,5-diethyl-7-methyl-7,8-dihydroimidazo[1,5-a]pyrazin